C(C)SC(C(=O)O)C 2-(ethylthio)propionic acid